ClC1=CC=2C(=NN(N2)C2=C(C(=CC(=C2)C(C)(C)CC(C)(C)C)C(C)(C)C2=CC=CC=C2)O)C=C1 5-chloro-2-(2-hydroxy-3-alpha-cumyl-5-tert-octylphenyl)-2H-benzotriazole